N,N-bis(4-benzooxazole-2-yl-phenyl)-amine O1C(=NC2=C1C=CC=C2)C2=CC=C(C=C2)NC2=CC=C(C=C2)C=2OC1=C(N2)C=CC=C1